(methyl)carbamic acid benzyl ester C(C1=CC=CC=C1)OC(NC)=O